CC1=CC=C(C=C1)S(=O)(=O)OC1=CC=C(C=C1)C(CC1OC(C2=C(S1)C=CC=C2)=O)=O 4-(2-(4-oxo-4H-benzo[d][1,3]oxathiin-2-yl)acetyl)phenyl 4-methylbenzenesulfonate